ethyl 3-methoxy-1-pyrazolo[1,5-a]pyridin-5-yl-pyrazole-4-carboxylate COC1=NN(C=C1C(=O)OCC)C1=CC=2N(C=C1)N=CC2